Cl.C(C)(C)(C)C1=CC=C(CN2CCC(CC2)N2C(=NC3=C2C=C(C=C3)Cl)C(F)(F)F)C=C1 1-(1-(4-(tert-butyl)benzyl)piperidin-4-yl)-6-chloro-2-(trifluoromethyl)-1H-benzo[d]imidazole hydrochloride